FC(F)=C1N=C2C=CC=CC2=C1 difluoromethyleneindole